n-propyldithiocarbamate C(CC)NC([S-])=S